FC1=CC=C(C=C1)NC(=O)C1(CC1)C(=O)NC1=CC=C(C=C1)OC1=CC=NC2=CC(=CC=C12)C=1C=NC=NC1 1-N'-(4-fluorophenyl)-1-N-[4-(7-pyrimidin-5-ylquinolin-4-yl)oxyphenyl]cyclopropane-1,1-dicarboxamide